N1=CC=C(C=C1)C=1N=C(C2=C(N1)C=NC=C2)N2CCC1(CCN(C1)[C@@H]1C[C@@H](CC1)O)CC2 (1R,3S)-3-(8-(2-(pyridin-4-yl)pyrido[3,4-d]pyrimidin-4-yl)-2,8-diazaspiro[4.5]decan-2-yl)cyclopentanol